CC1=C(C(=C(O1)C)[O-])O The molecule is an organic anion that is the conjugate base of 4-hydroxy-2,5-dimethyl-3-furanone, obtained by deprotonation of the hydroxy group with concomitant keto/enol-type tautomerisation. It is thought to be a major microspecies at pH 7.3. It is a conjugate base of a 4-hydroxy-2,5-dimethylfuran-3-one.